5-(3-(4-amino-1,2,5-oxadiazol-3-yl)-5-oxo-1,2,4-oxadiazol-4(5H)-yl)-2-fluorobenzeneNitrile NC=1C(=NON1)C1=NOC(N1C=1C=CC(=C(C1)C#N)F)=O